N-[3-[2-[2-[2-[2-[2-(2,6-dioxo-3-piperidyl)-1,3-dioxo-isoindolin-5-yl]oxyethoxy]ethoxy]ethoxy]ethoxy]propyl]-2-[4-[[5-(trifluoromethyl)-3-pyridyl]oxy]phenoxy]acetamide O=C1NC(CCC1N1C(C2=CC=C(C=C2C1=O)OCCOCCOCCOCCOCCCNC(COC1=CC=C(C=C1)OC=1C=NC=C(C1)C(F)(F)F)=O)=O)=O